heptadecafluoro-1-decanoic acid FCC(C(C(C(C(C(C(C(C(=O)O)(F)F)(F)F)(F)F)(F)F)(F)F)(F)F)(F)F)(F)F